ClC1=NC=C(C(=N1)NCCN(C(OC(C)(C)C)=O)C)[N+](=O)[O-] tert-butyl (2-((2-chloro-5-nitropyrimidin-4-yl) amino)ethyl)(methyl)carbamate